(R)-1-(tetrahydro-2H-pyran-4-yl)ethyl methanesulfonate CS(=O)(=O)O[C@H](C)C1CCOCC1